N-((3,5-diisopropyl-1-methyl-1H-pyrazol-4-yl)carbamoyl)-6-(methylamino)-6,7-dihydro-5H-pyrazolo[5,1-b][1,3]oxazine-3-sulfonamide C(C)(C)C1=NN(C(=C1NC(=O)NS(=O)(=O)C=1C=NN2C1OCC(C2)NC)C(C)C)C